CC=1C=C(C=CC1CCN=C=S)S(=O)(=O)N 3-methyl-4-(2-isothiocyanato)ethyl-benzenesulfonamide